3-(2-Aminoethylamino)propyldimethoxymethylsilan NCCNCCC[SiH2]C(OC)OC